FC=1C=C(C=CC1C)S(=O)(=O)N1CC(OCC1)C1=C(SC2=C1C=CC=C2)C(=O)N [4-(3-fluoro-4-methyl-phenyl)sulfonylmorpholin-2-yl]benzothiophene-2-carboxamide